sodium lithium 2,2-diethylmalonate C(C)C(C(=O)[O-])(C(=O)[O-])CC.[Li+].[Na+]